tert-butyl 6-[8-(1,3-benzothiazol-2-ylcarbamoyl)-3,4-dihydro-1H-isoquinolin-2-yl]-3-[3-(5-methoxy-5-oxo-pentoxy)-2-methyl-phenyl]pyridine-2-carboxylate S1C(=NC2=C1C=CC=C2)NC(=O)C=2C=CC=C1CCN(CC21)C2=CC=C(C(=N2)C(=O)OC(C)(C)C)C2=C(C(=CC=C2)OCCCCC(=O)OC)C